CN1N=NC=2C1=NC=C(C2C)[C@@H](CC(=O)OCC)C=2C=C(C1=C(C=CS1)C2)CN2CC1=C(C[C@@H](C2)CC)C=CC=N1 ethyl (3S)-3-(3,7-dimethyl-3H-[1,2,3]triazolo[4,5-b]pyridin-6-yl)-3-(7-{[(6S)-6-ethyl-5,6,7,9-tetrahydro-8H-pyrido[2,3-c]azepin-8-yl]methyl}-1-benzothiophen-5-yl)propanoate